C(CCCCC)C(COC(CCC(=O)OCC(CCCCCCCC)CCCCCC)=O)CCCCCCCC Di-(2-hexyl-decyl)-succinat